ClC=1C=CC=C2C(C=C(OC12)C1=CC=C(OCCOC2CCC(CC2)C(=O)O)C=C1)=O 4-[2-[4-(8-chloro-4-oxo-chromen-2-yl)phenoxy]ethoxy]cyclohexanecarboxylic acid